2-(Cyclopropylamino)-8-(4-(difluoromethoxy)phenyl)-6-(2-methylbenzo[d]thiazol-6-yl)pteridine C1(CC1)NC1=NC=2N(CC(=NC2C=N1)C1=CC2=C(N=C(S2)C)C=C1)C1=CC=C(C=C1)OC(F)F